4-(1-methyl-1H-pyrrol-2-yl)-1H-1,2,3-triazole CN1C(=CC=C1)C=1N=NNC1